(2,6-difluoro-4-methoxyphenyl)-2-(4-methoxypyridin-2-yl)-1-methyl-1,2-dihydro-3H-pyrazol-3-one FC1=C(C(=CC(=C1)OC)F)C=1C(N(N(C1)C)C1=NC=CC(=C1)OC)=O